FC1=CC2=C(N=C(S2)NC[C@@H]2N(C3CC([C@@H]2C)C3)C(C3=C(C=CC(=C3)F)N3N=CC=N3)=O)C=C1 |o1:10,15| 6-fluoro-N-({(3R,4S) or (3S,4R)-2-[5-fluoro-2-(2H-1,2,3-triazol-2-yl)benzoyl]-4-methyl-2-azabicyclo[3.1.1]heptan-3-yl}methyl)-1,3-benzothiazol-2-amine